1-ethyl-3,3-dimethyl-3H-indol-1-ium bromide [Br-].C(C)[N+]1=CC(C2=CC=CC=C12)(C)C